non-8-yn CCCCCCCC#C